ClC=1C(=NC=NC1N1CC(C1)O)NC1=NNC2=CC(=CC=C12)[C@@H]1C[C@@]12C(NC1=CC=C(C=C21)OC)=O (1R,2S)-2-(3-[[5-chloro-6-(3-hydroxyazetidin-1-yl)pyrimidin-4-yl]amino]-1H-indazol-6-yl)-5'-methoxy-1'H-spiro[cyclopropan-1,3'-indol]-2'-one